ClC1=CC=C(C=C1)N(C(C)C)CC1=C(C=CC(=C1)[N+](=O)[O-])O 2-(((4-Chlorophenyl)(isopropyl)amino)methyl)-4-nitrophenol